ClC=1C(=C(C=CC1F)[C@H](NC(=O)N1[C@@H](C(NCC1)=O)CC)C=1C=NC(=CC1)C(F)(F)F)F |o1:13| N-((R)-(3-chloro-2,4-difluorophenyl)(6-(trifluoromethyl)pyridin-3-yl)methyl)-(R or S)-2-ethyl-3-oxopiperazine-1-carboxamide